CC(CCCCC)C 6-Methylheptane